(1-(2,6-difluorobenzyl)-1H-pyrrol-3-yl)(piperidin-1-yl)methanone FC1=C(CN2C=C(C=C2)C(=O)N2CCCCC2)C(=CC=C1)F